2-methyl-5-hydroxy-1,2,3,4-tetrahydroisoquinoline CN1CC2=CC=CC(=C2CC1)O